C1(CC1)CN1C(NCC12CCC(CC2)(C2=CC=CC=C2)N(C)C)=O TRANS-1-(cyclopropyl-methyl)-8-dimethylamino-8-phenyl-1,3-diazaspiro[4.5]decan-2-one